C(C)N1CC(=CC=C1)CC 1,3-diethylpyridine